(1',3',4',6'-tetrahydroxy-2',4',6'-trimethyl-7'-oxo-1',2',3',4',6',7'-hexahydrospiro[cyclopropane-1,5'-inden]-2'-yl)acetonitrile OC1C(C(C=2C(C3(C(C(C12)=O)(C)O)CC3)(C)O)O)(C)CC#N